4-amino-N-(8-(4,4-difluoropiperidin-1-yl)imidazo[1,2-a]pyrazin-6-yl)-2-(6-azaspiro[2.5]oct-6-yl)benzamide NC1=CC(=C(C(=O)NC=2N=C(C=3N(C2)C=CN3)N3CCC(CC3)(F)F)C=C1)N1CCC3(CC3)CC1